C(C)(C)OCCSC=1C=2N(C=C(C1)C=1C=NN(C1C)[C@@H]1CNCCC1)N=CC2C#N 4-(2-isopropoxyethylsulfanyl)-6-[5-methyl-1-[(3S)-3-piperidyl]pyrazol-4-yl]pyrazolo[1,5-a]pyridine-3-carbonitrile